di-tert-butyl 2-(2-bromo-5-(methoxycarbonyl)phenyl)piperazine-1,4-dicarboxylate BrC1=C(C=C(C=C1)C(=O)OC)C1N(CCN(C1)C(=O)OC(C)(C)C)C(=O)OC(C)(C)C